tris[bis(trimethylsilyl)amino]lanthanum C[Si](C)(C)N([Si](C)(C)C)[La](N([Si](C)(C)C)[Si](C)(C)C)N([Si](C)(C)C)[Si](C)(C)C